COC(=O)C=1C(=NC(=NC1NC(C)CCC)Cl)C 2-chloro-4-methyl-6-(pentane-2-ylamino)pyrimidine-5-carboxylic acid methyl ester